NC1(CCC1)C(=O)O Amino-cyclobutanoic acid